4-[5-[4-(dimethylamino)piperidin-1-yl]-8-(4-fluoro-1,3-dimethyl-2-oxo-2,3-dihydro-1H-benzimidazol-5-yl)imidazo[1,2-c]pyrimidin-7-yl]benzonitrile CN(C1CCN(CC1)C1=NC(=C(C=2N1C=CN2)C2=C(C1=C(N(C(N1C)=O)C)C=C2)F)C2=CC=C(C#N)C=C2)C